6-[(R)-3-(3-chloro-2-tolyl)-3-pyrrolidinylamino]-1-methyl-3,3-dimethyl-2-indolinone ClC=1C(=C(C=CC1)C)[C@]1(CNCC1)NC1=CC=C2C(C(N(C2=C1)C)=O)(C)C